[Si](C)(C)(C(C)(C)C)O[C@@H](CC(C(=O)N(C)OC)C)CCC=O (4R)-4-((tert-butyldimethylsilyl)oxy)-N-methoxy-N,2-dimethyl-7-oxoheptanamide